NC1=NC=2N=C(C(=CC2C2=C1C=NN2C)C(=O)N([C@@H]2COCC1=NC(=CC=C12)C(F)(F)F)C)C 4-amino-N,1,7-trimethyl-N-((5S)-2-(trifluoromethyl)-5,8-dihydro-6H-pyrano[3,4-b]pyridin-5-yl)-1H-pyrazolo-[4,3-c][1,8]naphthyridine-8-carboxamide